ClC=1C=CC=C2C=CC=C(C12)N1CC=2N=C(N=C(C2CC1)N1CC2C(C2CC1)C(=O)N(C)OC)OC[C@H]1N(CCC1)C 3-[7-(8-chloro-1-naphthyl)-2-[[(2S)-1-methylpyrrolidin-2-yl]methoxy]-6,8-dihydro-5H-pyrido[3,4-d]pyrimidin-4-yl]-N-methoxy-N-methyl-3-azabicyclo[4.1.0]heptane-7-carboxamide